ClC1=NC(=CC(=N1)N1[C@@H](COCC1)C)C(COC)(C)C (3R)-4-[2-chloro-6-(1-methoxy-2-methylpropan-2-yl)pyrimidin-4-yl]-3-methylmorpholine